5-(4-Cyclopropyl-1H-imidazol-1-yl)-2-fluoro-N'-hydroxy-N-(6-(4-isopropyl-4H-1,2,4-triazol-3-yl)pyridin-2-yl)-4-methylphenylamide C1(CC1)C=1N=CN(C1)C=1C(=CC(=C(C1)[N-]C1=NC(=CC=C1)C1N(N=CN1C(C)C)O)F)C